NC=1C2=C(N=CN1)C(=CC(=N2)C2CC2)C=2C(=C(C=CC2C)O)C 3-(4-amino-6-cyclopropylpyrido[3,2-d]pyrimidin-8-yl)-2,4-dimethylphenol